6-(((S)-1-((5-(4-((tert-butoxycarbonyl)(methyl) amino)butoxy)-2-methylbenzyl)amino)-1-oxo-4-phenylbutan-2-yl)amino)-6-oxohexanoate C(C)(C)(C)OC(=O)N(CCCCOC=1C=CC(=C(CNC([C@H](CCC2=CC=CC=C2)NC(CCCCC(=O)[O-])=O)=O)C1)C)C